(5-amino-8-(pyrimidin-4-yl)-2-((5-(thiazol-4-yl)-1H-tetrazol-1-yl)methyl)-[1,2,4]triazolo[1,5-c]pyrimidin-7-yl)benzonitrile NC1=NC(=C(C=2N1N=C(N2)CN2N=NN=C2C=2N=CSC2)C2=NC=NC=C2)C2=C(C#N)C=CC=C2